N1C(CCC1)C1=NC2=C(N1)C1=CC=CC=C1CC2 2-(pyrrolidin-2-yl)-4,5-dihydro-1H-naphtho[1,2-d]Imidazole